2-amino-5-(2-amino-[1,2,4]triazolo[1,5-a]pyridin-7-yl)nicotinic acid methyl ester HCl Cl.COC(C1=C(N=CC(=C1)C1=CC=2N(C=C1)N=C(N2)N)N)=O